4-chloro-1-[4-(1,1-difluoroethyl)phenyl]sulfonyl-3-(3,3-difluoropyrrolidin-1-yl)indazole ClC1=C2C(=NN(C2=CC=C1)S(=O)(=O)C1=CC=C(C=C1)C(C)(F)F)N1CC(CC1)(F)F